(1R,3S)-3-{3-[(1,3-benzothiazol-7-ylacetyl)amino]-1H-pyrazol-5-yl}cyclopentyl propylcarbamate C(CC)NC(O[C@H]1C[C@H](CC1)C1=CC(=NN1)NC(CC1=CC=CC=2N=CSC21)=O)=O